6-t-butyl-o-cresol C(C)(C)(C)C=1C=CC=C(C1O)C